BrC1=CC2=C(N(N=C2C=C1)C1CCC1)CO (5-bromo-2-cyclobutyl-2H-indazol-3-yl)-methanol